2'-chloro-5'-methoxy-N-(5-[(2-methoxyethyl)carbamoyl]-1,3-benzothiazol-2-yl)-6-methyl-[4,4'-bipyridine]-3-carboxamide ClC1=NC=C(C(=C1)C1=C(C=NC(=C1)C)C(=O)NC=1SC2=C(N1)C=C(C=C2)C(NCCOC)=O)OC